C[C-]1C=CC=C1.[C-]1(C=CC=C1)C.[Ti+2] Dimethyl-Titanocene